C(C)C1=NC(=NO1)C=1C=C(C(=O)NCCC(=O)NC=2SC(=C(N2)C)C(=O)OCC)C=CC1 ethyl 2-(3-(3-(5-ethyl-1,2,4-oxadiazol-3-yl) benzoylamino) propionylamino)-4-methyl-thiazole-5-carboxylate